FC1=C(C=CC(=C1F)OC)NC=1N(C2=NC(=NC=C2N1)NC1CCOCC1)C1CCC(CC1)C(=O)N (1s,4s)-4-(8-((2,3-difluoro-4-methoxyphenyl)amino)-2-((tetrahydro-2H-pyran-4-yl)amino)-9H-purin-9-yl)cyclohexanecarboxamide